Triphenylphosphine gold (I) trifluoromethanesulfonate FC(S(=O)(=O)[O-])(F)F.[Au+].C1(=CC=CC=C1)P(C1=CC=CC=C1)C1=CC=CC=C1